C(C1=CC=CC=C1)OC(=O)N1[C@@H](CC1)CO (S)-2-(hydroxymethyl)azetidine-1-carboxylic acid benzyl ester